2-(1,5-dimethylhexyl)-5,9-dimethyl-1-decyl phosphate dibutyl-ethanolamine salt C(CCC)N(CCO)CCCC.P(=O)(OCC(CCC(CCCC(C)C)C)C(CCCC(C)C)C)(O)O